OCC1=NC2=CC(=C(C=C2C=N1)C(=O)NC)OC 2-(hydroxymethyl)-7-methoxy-N-methylquinazoline-6-carboxamide